3-(8-amino-2-(2-fluoro-6-formylbenzyl)-5-(pyrimidin-4-yl)-[1,2,4]triazolo[1,5-a]pyrazin-6-yl)benzonitrile NC=1C=2N(C(=C(N1)C=1C=C(C#N)C=CC1)C1=NC=NC=C1)N=C(N2)CC2=C(C=CC=C2C=O)F